Allyl (S)-8-((5-bromopentyl)oxy)-2-(4-(cyclopropylthio)phenyl)-7-methoxy-5-oxo-11,11a-dihydro-1H-benzo[e]pyrrolo[1,2-a][1,4]diazepine-10(5H)-carboxylate BrCCCCCOC=1C(=CC2=C(N(C[C@H]3N(C2=O)C=C(C3)C3=CC=C(C=C3)SC3CC3)C(=O)OCC=C)C1)OC